BrC1=C(C2=C(CN3[C@@H](CO2)CN(CC3)C(=O)OC(C)(C)C)C(=C1)N1C=NC=C1)Cl Tert-butyl (12aR)-9-bromo-10-chloro-7-(1H-imidazol-1-yl)-3,4,12,12a-tetrahydro-6H-pyrazino[2,1-c][1,4]benzoxazepine-2(1H)-carboxylate